ClC1=C(C=CC(=C1)Cl)CCN1N=C(C=2C1=NC(=CN2)N2CC(C2)C2CN(CCC2)CCO)C#C 2-(3-(1-(1-(2-(2,4-dichlorophenyl)ethyl)-3-ethynyl-1H-pyrazolo[3,4-b]pyrazin-6-yl)azetidin-3-yl)piperidin-1-yl)ethan-1-ol